N-{2-[1-(7-methoxy-6-methylquinazolin-4-yl)azetidin-3-yl]ethyl}sulfuric diamide COC1=C(C=C2C(=NC=NC2=C1)N1CC(C1)CCNS(N)(=O)=O)C